3,5-diisopropyl-4-(dicyclohexylphosphino)-1-methyl-1H-pyrazole C(C)(C)C1=NN(C(=C1P(C1CCCCC1)C1CCCCC1)C(C)C)C